2,7-diglycidyloxynaphthalene C(C1CO1)OC1=CC2=CC(=CC=C2C=C1)OCC1CO1